(2S,4R)-4-fluoro-1-(3-hydroxy-2-methylenebutyl)pyrrolidine-2-carboxylic acid methyl ester COC(=O)[C@H]1N(C[C@@H](C1)F)CC(C(C)O)=C